2-[2-[1-(2,6-dioxopiperidin-3-yl)-3-methyl-2-oxo-2,3-dihydro-1H-1,3-benzodiazol-5-yl]ethoxy]acetaldehyde O=C1NC(CCC1N1C(N(C2=C1C=CC(=C2)CCOCC=O)C)=O)=O